C(#N)C=1C=C(C=CC1)C(C(=O)N[C@H](C=1OC2=C(N1)C=C(C=C2)[C@@H](COC)N2C(N[C@@H](C2)C(F)(F)F)=O)C2CCC(CC2)(F)F)(F)F 2-(3-cyanophenyl)-N-((S)-(4,4-difluorocyclohexyl)(5-((S)-2-methoxy-1-((S)-2-oxo-4-(trifluoromethyl)imidazolidin-1-yl)ethyl)-benzo[d]oxazol-2-yl)methyl)-2,2-difluoroacetamide